2-(Difluoromethoxy)-N-[(1R,2S)-2-fluorocyclopropyl]-4-[7-(1-hydroxy-1-methyl-ethyl)imidazo[1,2-a]pyridin-3-yl]-6-methoxy-benzamide FC(OC1=C(C(=O)N[C@H]2[C@H](C2)F)C(=CC(=C1)C1=CN=C2N1C=CC(=C2)C(C)(C)O)OC)F